ClC1=CC(=C(C=C1Cl)C(NS(=O)C(C)(C)C)C1C2CN(C(C1)C2)C(=O)[C@@H]2OC(OC2)(C)C)O N-[(4,5-dichloro-2-hydroxyphenyl)([2-[(4R)-2,2-dimethyl-1,3-dioxolane-4-carbonyl]-2-azabicyclo[2.2.1]heptan-5-yl])methyl]-2-methylpropane-2-sulfinamide